N-(1-cyclobutyl-6-(1-hydroxyethyl)-1H-benzo[d]imidazol-2-yl)-3,3-dimethylbutanamide C1(CCC1)N1C(=NC2=C1C=C(C=C2)C(C)O)NC(CC(C)(C)C)=O